2-(3-chloro-2-fluorophenyl)-5-(1H-pyrrolo[2,3-b]pyridin-4-yl)-1-{[2-(trimethylsilyl)ethoxy]methyl}-1H-pyrrole-3-carboxylic acid ClC=1C(=C(C=CC1)C=1N(C(=CC1C(=O)O)C1=C2C(=NC=C1)NC=C2)COCC[Si](C)(C)C)F